(((3S,5R)-1-(4-(6-(difluoromethyl)imidazo[1,2-a]pyridin-3-yl)pyrimidin-2-yl)-5-methylpiperidin-3-yl)imino)dimethyl-λ6-sulfanone FC(C=1C=CC=2N(C1)C(=CN2)C2=NC(=NC=C2)N2C[C@H](C[C@H](C2)C)N=S(=O)(C)C)F